4,4'-bis(9-carbazolyl)-2,2'-dimethylbiphenyl C1=CC=CC=2C3=CC=CC=C3N(C12)C1=CC(=C(C=C1)C1=C(C=C(C=C1)N1C2=CC=CC=C2C=2C=CC=CC12)C)C